ClC1=C(C=C(C2=C3N(N=C12)CCN(C3C)C(=O)C3=NC=C(C=N3)OC)C3=NN(C=C3)C)Cl (7,8-dichloro-1-methyl-10-(1-methyl-1H-pyrazol-3-yl)-3,4-dihydropyrazino[1,2-b]indazol-2(1H)-yl)(5-methoxypyrimidin-2-yl)methanone